FC(OC1=C2CCCC2=C(C=2CCCC12)N=C=O)F 4-(Difluoromethoxy)-1,2,3,5,6,7-hexahydro-8-isocyanato-s-indacene